F[C@H]1C[C@@H](N(C1)C(=O)OC(C)(C)C)C(=O)OC 1-(tert-butyl) 2-methyl (2R,4S)-4-fluoropyrrolidine-1,2-dicarboxylate